1-(2-methylbenzyl)piperazine CC1=C(CN2CCNCC2)C=CC=C1